N(=C=O)C1CC(CC(C1)(C)CN=C=O)(C)C isocyanato-5-isocyanatomethyl-3,3,5-trimethylcyclohexane